hydroxy-4-methyl-pyridone OC=1C(NC=CC1C)=O